C[C@@H]1N(C[C@H](NC1)C)C=1C2=C(N=CN1)N(C=C2C(F)(F)F)C=2C=C(C#N)C=CN2 2-(4-((2S,5R)-2,5-dimethylpiperazin-1-yl)-5-(trifluoromethyl)-7H-pyrrolo[2,3-d]pyrimidin-7-yl)isonicotinonitrile